C(C)(=O)OCNC(CNC(=O)OCC=C)=O [[2-(allyloxycarbonylamino)acetyl]amino]methyl acetate